C(=O)(O)[C@H](CC(=O)N1CC2=C(C(=C(C(=C2C1)F)OCCCOC1=CC2=C(SC(=C2)C(C[C@@H](C(=O)O)C)=O)C=C1OC)OC)F)C (S)-4-(5-(3-((2-((S)-3-carboxybutanoyl)-4,7-difluoro-6-methoxy-isoindolin-5-yl)oxy)propoxy)-6-methoxy-benzo[b]thiophen-2-yl)-2-methyl-4-oxobutanoic acid